5-hydroxy-2-thiophenecarboxaldehyde OC1=CC=C(S1)C=O